((2R,3R,4S,5R)-3-(benzoyloxy)-5-(2,6-dioxo-3,6-dihydropyrimidin-1(2H)-yl)-4-fluorotetrahydrofuran-2-yl)methyl benzoate C(C1=CC=CC=C1)(=O)OC[C@H]1O[C@H]([C@H]([C@@H]1OC(C1=CC=CC=C1)=O)F)N1C(NC=CC1=O)=O